3-(4-aminoimidazo[2,1-f][1,2,4]triazin-7-yl)-4-methyl-N-(2-methyl-1-(pyrrolidin-1-yl)propan-2-yl)benzenesulfonamide NC1=NC=NN2C1=NC=C2C=2C=C(C=CC2C)S(=O)(=O)NC(CN2CCCC2)(C)C